ClC(C(OCC1=CC=CC=C1)=N)(Cl)Cl benzyl 2,2,2-trichloroethanimidate